7-(5-chloro-2-mesyl-phenoxy)-2-azaspiro[3.5]nonane ClC=1C=CC(=C(OC2CCC3(CNC3)CC2)C1)S(=O)(=O)C